C(#C)C=1C(=C2C=NC(=NN2C1)N[C@H]1[C@@H](COCC1)O)F (3S,4R)-4-((6-ethynyl-5-fluoropyrrolo[2,1-f][1,2,4]triazin-2-yl)amino)tetrahydro-2H-pyran-3-ol